(4aR,8aS)-6-[3-(R or S)-[1-(2-Chloro-4-fluorophenyl)ethoxy]azetidine-1-carbonyl]-4,4a,5,7,8,8a-hexahydropyrido[4,3-b][1,4]oxazin-3-one ClC1=C(C=CC(=C1)F)[C@@H](C)OC1CN(C1)C(=O)N1C[C@@H]2[C@@H](OCC(N2)=O)CC1 |o1:8|